Ethyl-3-((1-isopropyl-1H-pyrazole-5-carboxamido)methyl)-5-(3-methylbenzyl)-4,5-dihydroisoxazole C(C)C1C(=NOC1CC1=CC(=CC=C1)C)CNC(=O)C1=CC=NN1C(C)C